methyl 2-hydroxy-7,7-dimethyl-4-(5-methyl-1-(tetrahydro-2H-pyran-2-yl)-1H-indazol-4-yl)-5,6,7,8-tetrahydroquinoline-3-carboxylate OC1=NC=2CC(CCC2C(=C1C(=O)OC)C1=C2C=NN(C2=CC=C1C)C1OCCCC1)(C)C